OCC1=CC=C(OCCN2C=CC3=CC=C(C=C23)C(=O)OC)C=C1 methyl 1-(2-(4-(hydroxymethyl) phenoxy) ethyl)-1H-indole-6-carboxylate